N-[6-[(5-bromo-2-chloro-pyrimidin-4-yl)amino]quinoxalin-5-yl]methanesulfonamide BrC=1C(=NC(=NC1)Cl)NC=1C(=C2N=CC=NC2=CC1)NS(=O)(=O)C